ClC1=CC=C2C3=CC=4N=C(SC4C=C3C=CC2=C1)C1=CC=CC=C1 3-chloro-9-phenyl-phenanthro[3,2-d]thiazole